4-[([7-carbamoyl-5H-pyrrolo[3,2-d]pyrimidin-4-yl]amino)-methyl]phenylboronic acid C(N)(=O)C1=CNC2=C1N=CN=C2NCC2=CC=C(C=C2)B(O)O